3-(2-chloro-5-methylpyrimidin-4-yl)-7-nitro-1-tosyl-1H-indole ClC1=NC=C(C(=N1)C1=CN(C2=C(C=CC=C12)[N+](=O)[O-])S(=O)(=O)C1=CC=C(C)C=C1)C